(2-(dimethylamino)ethyl)-2-(4-methoxyphenyl)-5-(4-nitrophenyl)Azole-4-carboxamide CN(CCC1=C(NC(=C1C(=O)N)C1=CC=C(C=C1)[N+](=O)[O-])C1=CC=C(C=C1)OC)C